C(C)OC(CCCN)OCC 4,4-diethoxybutan-1-amine